7-methoxy-3-phenyl-4,5-dihydro-1H-benzo[g]indole COC=1C=CC2=C(CCC=3C(=CNC23)C2=CC=CC=C2)C1